bistrisPhenylphosphine palladium dichloride [Pd](Cl)Cl.C1(=CC=CC=C1)P(C1=CC=CC=C1)C1=CC=CC=C1.C1(=CC=CC=C1)P(C1=CC=CC=C1)C1=CC=CC=C1